(S)-4,4-difluoro-1-glycylpyrrolidine-2-carbonitrile FC1(C[C@H](N(C1)C(CN)=O)C#N)F